3,9-diazaspiro[5.5]undecan-3-yl-[(2R,6R)-6-methyl-4-[8-(trifluoromethyl)-5-quinolyl]morpholin-2-yl]methanone C1CN(CCC12CCNCC2)C(=O)[C@H]2CN(C[C@H](O2)C)C2=C1C=CC=NC1=C(C=C2)C(F)(F)F